N-octadecyltriphenylurea C(CCCCCCCCCCCCCCCCC)N(C(=O)N(C1=CC=CC=C1)C1=CC=CC=C1)C1=CC=CC=C1